(1R,2R)-N-[3-(2,6-dimethoxyphenyl)-1H-pyrrolo[2,3-b]pyridin-6-yl]-2-(piperazin-1-ylmethyl)cyclopropane-1-carboxamide COC1=C(C(=CC=C1)OC)C1=CNC2=NC(=CC=C21)NC(=O)[C@H]2[C@@H](C2)CN2CCNCC2